(E)-2-(3-(1H-1,2,3-triazol-4-yl)allyl)-3-((2-bromo-4-methylpyridin-3-yl)methyl)isoindolin-1-one N1N=NC(=C1)/C=C/CN1C(C2=CC=CC=C2C1CC=1C(=NC=CC1C)Br)=O